P(O)(O)OCC(COP(O)O)(COP(O)O)COP(O)O pentaerythritol tetraphosphite